CN1N=C(C2=C1CN(CC2)C(C)=O)C(=O)N2CCC(CC2)C2=C(C=CC=C2)C(F)(F)F 1-(1-methyl-3-(4-(2-(trifluoromethyl)phenyl)piperidine-1-carbonyl)-1,4,5,7-tetrahydro-6H-pyrazolo[3,4-c]pyridin-6-yl)ethan-1-one